N1=CC(=CC2=CC=CC=C12)O quinolin-3-ol